methyl 6-methoxy-1,3-dihydroisobenzofuran-5-carboxylate COC1=C(C=C2COCC2=C1)C(=O)OC